1,3-diethylpyrrolidinium acetate C(C)(=O)[O-].C(C)[NH+]1CC(CC1)CC